CCCCCCCC(CC)CS(=O)(=O)OCCCCCC#CC1=NC=CC=N1 7-(pyrimidin-2-yl)hept-6-yn-1-ol Decane-8-yl-methanesulfonate